4-(3-(3-amino-4-methylphenoxy)-5-methylphenyl)-N-ethyl-6-methyl-7-oxo-6,7-dihydro-1H-pyrrolo[2,3-c]pyridine-2-carboxamide NC=1C=C(OC=2C=C(C=C(C2)C)C=2C3=C(C(N(C2)C)=O)NC(=C3)C(=O)NCC)C=CC1C